5-(4-methoxy-3-((1-methyl-1H-imidazol-2-yl)ethynyl)phenoxy)-1H-1,2,3-triazole-4-carboxylic acid COC1=C(C=C(OC2=C(N=NN2)C(=O)O)C=C1)C#CC=1N(C=CN1)C